N-methyl-1,7-diazaspiro[3.5]nonane-1-carboxamide hydrochloride Cl.CNC(=O)N1CCC12CCNCC2